6-chloro-4-(trifluoromethyl)quinoline-2-carboxylic acid ethyl ester C(C)OC(=O)C1=NC2=CC=C(C=C2C(=C1)C(F)(F)F)Cl